N-(4-chlorobenzyl)-5-(3-(trifluoromethyl)benzamido)-1,2,3-thiadiazole-4-carboxamide ClC1=CC=C(CNC(=O)C=2N=NSC2NC(C2=CC(=CC=C2)C(F)(F)F)=O)C=C1